FC1=C(OC2=C(C=C(C=C2)NS(=O)(=O)CC)C2=C3C(=[N+](C(=C2)C)[O-])NC(=C3)C)C=CC(=C1)F 4-(2-(2,4-Difluorophenoxy)-5-(ethylsulfonylamino)phenyl)-2,6-dimethyl-1H-pyrrolo[2,3-b]pyridine 7-oxide